1-[(2R,6S)-6-[[bis(4-methoxyphenyl)-phenyl-methoxy]methyl]-4-hexadecyl-6-(triiso-propylsilyloxymethyl)morpholin-2-yl]-5-methyl-pyrimidine-2,4-dione COC1=CC=C(C=C1)C(OC[C@]1(O[C@H](CN(C1)CCCCCCCCCCCCCCCC)N1C(NC(C(=C1)C)=O)=O)CO[Si](C(C)C)(C(C)C)C(C)C)(C1=CC=CC=C1)C1=CC=C(C=C1)OC